2-cyclohexyl-2-(cyclopentylethyl)-1-ethoxy-3-methoxypropane C1(CCCCC1)C(COCC)(COC)CCC1CCCC1